3-((1r,3r)-3-((tert-butyldimethylsilyl)oxy)cyclobutyl)-2-(trifluoromethoxy)pyridine [Si](C)(C)(C(C)(C)C)OC1CC(C1)C=1C(=NC=CC1)OC(F)(F)F